(6-cyclopropyl-2-(((2-((1S*,2S*)-2-(4-methylpyrimidin-2-yl)cyclopropyl)-4-oxo-1,4-dihydro-1,6-naphthyridin-7-yl)amino)methyl)imidazo[1,2-a]pyridin-8-yl)-3-methylimidazolidine-2,4-dione C1(CC1)C=1C=C(C=2N(C1)C=C(N2)CNC2=NC=C1C(C=C(NC1=C2)[C@@H]2[C@H](C2)C2=NC=CC(=N2)C)=O)N2C(N(C(C2)=O)C)=O |o1:24,25|